OCC1(C(N(CC1)CC1=CC=C(C=C1)OC)=O)C1=NN=C(O1)C1=NC=CC=C1N(C(OC(C)(C)C)=O)C1=CC=C(C=C1)C(F)(F)F tert-butyl (2-(5-(3-(hydroxymethyl)-1-(4-methoxybenzyl)-2-oxopyrrolidin-3-yl)-1,3,4-oxadiazol-2-yl)pyridin-3-yl)(4-(trifluoromethyl)phenyl)carbamate